COC(CN[C@@H](C(=O)NCCC1=CC(=C(C=C1)OC)OC)CC(C)C)OC (2R)-2-[(2,2-dimethoxyethyl)amino]-N-[2-(3,4-dimethoxyphenyl)ethyl]-4-methylpentanamide